Octafluoroheptanediol FC(C(C(C(C(O)(O)F)(F)F)(F)F)(F)F)CC